(5-isoquinolinyl)methanone C1=NC=CC2=C(C=CC=C12)C=O